CO[Si](CCCNCCNCCNCCN)(OC)OC N-(3-trimethoxysilylpropyl)triethylenetetramine